Chloroxanthenon ClC1=CC=CC=2OC3=CC=CC=C3C(C12)=O